2-(4-phenoxyphenyl)-4,5,6,7-tetrahydropyrazolo[1,5-a]pyrimidine-3-carboxamide trifluoroacetate FC(C(=O)O)(F)F.O(C1=CC=CC=C1)C1=CC=C(C=C1)C1=NN2C(NCCC2)=C1C(=O)N